NC1=CC=C(OC2=CC=C(C(C)(C)C3=CC=C(C=C3)C(C3=CC=C(C=C3)OC3=CC=C(C=C3)N)(C)C)C=C2)C=C1 1,4-bis[4-(4-aminophenoxy)-alpha,alpha-dimethylbenzyl]benzene